ammonium antimony oxalate dihydrate O.O.C(C(=O)[O-])(=O)[O-].[Sb+3].[NH4+].C(C(=O)[O-])(=O)[O-]